3a-hydroxy-24-ethyl-24,24-dimethyl-5a-cholan-6-one O[C@H]1C[C@@H]2C(C[C@H]3[C@@H]4CC[C@H]([C@@H](CCC(C)(C)CC)C)[C@]4(CC[C@@H]3[C@]2(CC1)C)C)=O